2,6-bis(4-(tert-butyl)phenyl)pyridine C(C)(C)(C)C1=CC=C(C=C1)C1=NC(=CC=C1)C1=CC=C(C=C1)C(C)(C)C